2-(6-bromo-3-methyl-2-oxo-1,3-benzodiazol-1-yl)pentanedioic acid BrC=1C=CC2=C(N(C(N2C)=O)C(C(=O)O)CCC(=O)O)C1